methyl (s)-2-(2,2,7-trifluoro-3-oxo-6-(2,3,5,6-tetrafluoro-4-methoxyphenyl)-2,3-dihydro-4H-benzo[b][1,4]oxazin-4-yl)propanoate FC1(C(N(C2=C(O1)C=C(C(=C2)C2=C(C(=C(C(=C2F)F)OC)F)F)F)[C@H](C(=O)OC)C)=O)F